FC=1C=C(C=C(C1)F)C=1C(OC2=CC(=CC=C2C1C)O)C1=CC=C(C=C1)I 3-(3,5-difluorophenyl)-2-(4-iodophenyl)-4-methyl-2H-chromen-7-ol